C(C)(C)(C)OC(CC1(CC2=CC(=C(C=C2C1)F)F)C(NCC=1SC2=C(N1)C=C(C(=C2)OC)OCCCN(C)C)=O)=O (2-(((5-(3-(dimethylamino)propoxy)-6-methoxybenzo[d]thiazol-2-yl)methyl)carbamoyl)-5,6-difluoro-2,3-dihydro-1H-inden-2-yl)acetic acid tert-butyl ester